C(C=C)(=O)OCC(CCCCCCCCCCCCCCCC)O 2-hydroxystearyl acrylate